N[C@@H]([C@@H](C1=CC=CC=C1)NC(CC(=O)NC1=C(C=CC=C1)OC)=O)C1=CC=CC=C1 N1-((1R,2R)-2-amino-1,2-diphenylethyl)-N3-(2-methoxyphenyl)malonamide